[Al].C(C)P(O)(=O)CC(C)C ethyl-isobutyl-phosphinic acid aluminum